ClC1=CC=C2C(=NNC2=C1)C=1C=NN(C1)C(F)F 6-chloro-3-(1-(difluoromethyl)-1H-pyrazol-4-yl)-1H-indazole